2-[3-bromo-1-(oxan-4-ylmethyl)-5-oxo-1,2,4-triazol-4-yl]propanamide BrC1=NN(C(N1C(C(=O)N)C)=O)CC1CCOCC1